2-((2S,4S)-4-(8-chloro-4-(3-(dimethylamino)-3-methylazetidin-1-yl)-6-fluoro-7-(4-fluorophenyl)-1H-[1,2,3]triazolo[4,5-c]quinolin-1-yl)piperidin-2-yl)acetonitrile ClC1=CC=2C3=C(C(=NC2C(=C1C1=CC=C(C=C1)F)F)N1CC(C1)(C)N(C)C)N=NN3[C@@H]3C[C@H](NCC3)CC#N